(2-(dimethylamino)-3-((6-methoxy-6-oxohexyl)oxy)propoxy)hexadec-7-enoate CN(C(COC(C(=O)[O-])CCCCC=CCCCCCCCC)COCCCCCC(=O)OC)C